BrC=1C=C(C=CC1)C1(CC(C1)F)C1=NN=CN1C trans-3-(1-(3-bromophenyl)-3-fluorocyclobutyl)-4-methyl-4H-1,2,4-triazole